(2-(2,6-difluorophenyl)thiazol-5-yl)methanone FC1=C(C(=CC=C1)F)C=1SC(=CN1)C=O